C(#N)C1=CC(=CC2=C1NC(=N2)C=2C(=C(C=CC2)C=2C(=C(C=CC2)C=2OC1=C(N2)C=C(C(=C1)OC(F)F)CN1[C@@H](CCC1)C(=O)O)C)C)CN1CCCC1 (2S)-1-[[2-[3-[3-[7-cyano-5-(pyrrolidin-1-ylmethyl)-1H-benzimidazol-2-yl]-2-methyl-phenyl]-2-methyl-phenyl]-6-(difluoromethoxy)-1,3-benzoxazol-5-yl]methyl]pyrrolidine-2-carboxylic acid